COC1=NC2=CC=CC=C2C=C1C1=CN=C(N1)[C@H](CCCCCC(CC)=O)NC(=O)[C@H]1CC12CN(CCC2)C (1S)-N-((S)-1-(5-(2-methoxyquinolin-3-yl)-1H-imidazol-2-yl)-7-oxononyl)-5-methyl-5-azaspiro[2.5]octane-1-carboxamide